ClC=1C=C(C=CC1F)[C@@H](NC(=O)N1[C@@H](C(NCC1)=O)C)C1CCC(CC1)(F)F |o1:8| (2R)-N-((S or R)-(3-chloro-4-fluoro-phenyl)(4,4-difluoro-cyclohexyl)methyl)-2-methyl-3-oxo-piperazine-1-carboxamide